[Na+].[N+](=O)([O-])[O-].[Fe+2].[N+](=O)([O-])[O-].[N+](=O)([O-])[O-] ferrous nitrate, sodium salt